C(CC1=CC=CC=C1)N1N=CC=2C1=NC=NC2NC(C)C2=CC=CC=C2 1-phenethyl-N-(1-phenylethyl)-1H-pyrazolo[3,4-d]pyrimidin-4-amine